FC1(C2CC(CC12)NC1=NC=C(C#N)C=C1)F 6-((6,6-difluorobicyclo[3.1.0]hex-3-yl)amino)nicotinonitrile